diBoron B#B